ClC1=C(C(=NC(=N1)S(=O)C)N1C[C@@](CCC1)(O)C)F (3R)-1-(6-chloro-5-fluoro-2-methylsulfinyl-pyrimidin-4-yl)-3-methyl-piperidin-3-ol